O=C1CC(C2=CC=CC=C12)=C(C#N)C#N 2-(3-oxo-2,3-dihydroinden-1-ylidene)malononitrile